tert-butyl ((3R,6S)-6-(5-mercapto-1,3,4-thiadiazol-2-yl)tetrahydro-2H-pyran-3-yl)carbamate SC1=NN=C(S1)[C@@H]1CC[C@H](CO1)NC(OC(C)(C)C)=O